NC1=C(C(=NC(=C1F)C1=CC=C2C=CNC2=C1F)C(=O)[O-])Cl.[K+] Kalium 4-amino-3-chloro-5-fluoro-6-(7-fluoro-1H-indol-6-yl)pyridine-2-carboxylat